FCC1CN(C1)CCOC1=C(C=CC=C1)C=1C=2C3=C(C=NC2C=C(C1)O)C1=C(OC3)C=C(C=C1)C(F)(F)F 4-{2-[3-(fluoromethyl)azetidin-1-yl]ethoxylphenyl}-8-(trifluoromethyl)-5H-[1]benzopyrano[4,3-c]quinolin-2-ol